[V].[Mn].[P] phosphorus manganese vanadium